tetrahydrofuran-3-yl(2-cyanoethyl)diisopropylphosphoramidite O1CC(CC1)CC(C)(N(P([O-])[O-])C(C)C)CCC#N